tert-butyl-4-benzyl-3,4-dihydroquinoxaline-1(2H)-carboxylate C(C)(C)(C)OC(=O)N1CCN(C2=CC=CC=C12)CC1=CC=CC=C1